(3R,4S)-4-fluoro-3-methylpiperidine-1-carboxylic acid tert-butyl ester C(C)(C)(C)OC(=O)N1C[C@H]([C@H](CC1)F)C